1-(3-Ethoxy-3-oxopropyl)-1H-pyrazole-3-carboxylic acid C(C)OC(CCN1N=C(C=C1)C(=O)O)=O